benzyl (2S)-2-(cyanomethyl)-4-[7-(2,3-dimethylphenyl)-2-[[(2S)-1-methylpyrrolidin-2-yl]methoxy]-6,8-dihydro-5H-pyrido[3,4-d]pyrimidin-4-yl]piperazine-1-carboxylate C(#N)C[C@@H]1N(CCN(C1)C=1C2=C(N=C(N1)OC[C@H]1N(CCC1)C)CN(CC2)C2=C(C(=CC=C2)C)C)C(=O)OCC2=CC=CC=C2